C(C)(C)(C)C=1C=C(C=C(C1)C(C)(C)C)[C@@H]([C@H](C)C1=NC2=CC=CC=C2C=C1)NC(C)=O N-((1R,2S)-1-(3,5-di-tert-butylphenyl)-2-(quinolin-2-yl)propyl)acetamide